2'-Hydroxy-4'-acetoxychalcone OC1=C(C(/C=C/C2=CC=CC=C2)=O)C=CC(=C1)OC(C)=O